CC1(N(CC(C1)=O)C(=O)OC(C)(C)C)C tert-Butyl 2,2-dimethyl-4-oxo-pyrrolidine-1-carboxylate